N1(N=NC=C1)CCC(=O)N1C[C@H](CCC1)C1=CC(=C2C=C(NC2=C1F)C(=O)O)Cl (R)-6-(1-(3-(1H-1,2,3-triazol-1-yl)propanoyl)piperidin-3-yl)-4-chloro-7-fluoro-1H-indole-2-carboxylic acid